C(C)(C)(C)C1N2C(C3=CC4=C(C=C3C1)OCCCO4)=CC(C(=C2)C(=O)OCC)=O ethyl 6-(tert-butyl)-2-oxo-6,7,11,12-tetrahydro-2H,10H-[1,4]dioxepino[2,3-g]pyrido[2,1-a]isoquinoline-3-carboxylate